(3R*,4R*)-1-Cyclopentyl-4-{[3-(2,4-difluoro-phenyl)-isoxazole-5-carbonyl]-amino}-piperidine-3-carboxylic acid ((1S*,2R*)-2-phenyl-cyclopropyl)-amide C1(=CC=CC=C1)[C@@H]1[C@H](C1)NC(=O)[C@@H]1CN(CC[C@H]1NC(=O)C1=CC(=NO1)C1=C(C=C(C=C1)F)F)C1CCCC1 |o1:6,7,12,17|